OC1=C(C(=CC(=C1C(=O)NS(=O)(=O)C=1C=NC=CC1)CCCCC)O)C1CCCC(=C1)C 2,6-dihydroxy-5'-methyl-4-pentyl-N-(pyridin-3-ylsulfonyl)-1',2',3',4'-tetrahydro-[1,1'-biphenyl]-3-carboxamide